tert-butyl 3-[7-[8-ethyl-3-(methoxymethoxy)-1-naphthyl]-2-methylsulfanyl-pyrido[4,3-d]pyrimidin-4-yl]-3,8-diazabicyclo[3.2.1]octane-8-carboxylate C(C)C=1C=CC=C2C=C(C=C(C12)C1=CC=2N=C(N=C(C2C=N1)N1CC2CCC(C1)N2C(=O)OC(C)(C)C)SC)OCOC